tert-butyl N-[(1S)-2-[[6-[1-(ethylcarbamoyl)-2,2,2-trifluoro-1-hydroxy-ethyl]-1,3-benzothiazol-2-yl]amino]-2-oxo-1-phenyl-ethyl]carbamate C(C)NC(=O)C(C(F)(F)F)(O)C1=CC2=C(N=C(S2)NC([C@H](C2=CC=CC=C2)NC(OC(C)(C)C)=O)=O)C=C1